C1=C(C(=CC2=CC(=CC=C12)C(=O)O)C(=O)O)C(=O)O naphthalene-2,3,6-tricarboxylic acid